tert-Butyl (S)-4-((S)-2-((((9H-fluoren-9-yl)methoxy)carbonyl)amino)-4-(tert-butoxy)-4-oxobutanamido)-5-((3-chlorophenyl)amino)-5-oxopentanoate C1=CC=CC=2C3=CC=CC=C3C(C12)COC(=O)N[C@H](C(=O)N[C@@H](CCC(=O)OC(C)(C)C)C(=O)NC1=CC(=CC=C1)Cl)CC(=O)OC(C)(C)C